C(CCCCCCCC)OCOCCC=CCCCCCCI 10-iodo-3-decenyl nonoxymethyl ether